COC(C1=C(C=C(C=C1F)Br)C1(C(C1)F)C#N)=O 4-bromo-2-(1-cyano-2-fluorocyclopropyl)-6-fluorobenzoic acid methyl ester